FC=1C(=NC=C(C(=O)OC)C1)N[C@@H](C)C1=CC=CC=C1 Methyl (S)-5-fluoro-6-((1-phenylethyl)amino)nicotinate